1-isocyanato-4-[(4-isocyanatocyclohexyl)methyl]cyclohexane 3-(1-(difluoromethyl)-1H-pyrazol-3-yl)propanoate FC(N1N=C(C=C1)CCC(=O)O)F.N(=C=O)C1CCC(CC1)CC1CCC(CC1)N=C=O